FC=1C(=C(C=NC1)O)C=1NC=CN1 5-fluoro-4-(1H-imidazol-2-yl)pyridin-3-ol